C1(CC1)N1C=C(C(=CC1=O)O)C(=O)OC Methyl 1-cyclopropyl-4-hydroxy-6-oxo-1,6-dihydropyridine-3-carboxylate